2-((8-(6-((2-fluorobenzyl)oxy)pyridin-2-yl)-3,8-diazabicyclo[3.2.1]octan-3-yl)methyl)-1-(((S)-oxetan-2-yl)methyl)-1H-benzo[d]imidazole-6-carboxylic acid FC1=C(COC2=CC=CC(=N2)N2C3CN(CC2CC3)CC3=NC2=C(N3C[C@H]3OCC3)C=C(C=C2)C(=O)O)C=CC=C1